1-(4-bromo-1-toluenesulfonyl-1H-indol-6-yl)-3-methylcyclobutane-1-carboxylic acid hydrazide BrC1=C2C=CN(C2=CC(=C1)C1(CC(C1)C)C(=O)NN)S(=O)(=O)CC1=CC=CC=C1